C=CC=CCC=CCCCCCCCCCCCCC eicosadiene-6-ene